N-(3-chloro-2-fluorophenyl)-8,9-dihydro-7H-[1,4]dioxepino[2,3-g]quinazolin-4-amine ClC=1C(=C(C=CC1)NC1=NC=NC2=CC3=C(C=C12)OCCCO3)F